NC1=C(SC2=NC(=C(C=C21)F)C)C(=O)N[C@@H]2CC=1C=NC(=CC1OC2)N2CCNCC2 (R)-3-amino-5-fluoro-6-methyl-N-(7-(piperazin-1-yl)-3,4-dihydro-2H-pyrano[3,2-c]pyridin-3-yl)thieno[2,3-b]pyridine-2-carboxamide